3-(4-chloro-1H-indol-6-yl)-1-{[2-(difluoromethoxy)pyridin-4-yl]methyl}urea ClC1=C2C=CNC2=CC(=C1)NC(NCC1=CC(=NC=C1)OC(F)F)=O